FC(C(OC(C(C(C(C(C(Cl)(F)F)(F)F)(F)F)(F)F)(F)F)(F)F)(F)F)(S(=O)(=O)O)F perfluoro(2-((6-chlorohexyl)oxy)ethanesulfonic acid)